tert-butyl 3-(4-bromo-2-(trifluoromethyl)phenyl)morpholine-4-carboxylate BrC1=CC(=C(C=C1)C1N(CCOC1)C(=O)OC(C)(C)C)C(F)(F)F